7-Fluoro-3'-methyl-2-(3-methylbut-2-enoyl)-1'-phenyl-2H-spiro[phthalazine-1,4'-pyrazol]-5'(1'H)-one FC1=CC=C2C=NN(C3(C(=NN(C3=O)C3=CC=CC=C3)C)C2=C1)C(C=C(C)C)=O